FC1([C@H]2CC(C[C@@H]12)C(=O)N(C=1C=C2C(=NC1)N=C(N2)C2=NNC=1C[C@@]3([C@H](CC21)C3)C)C)F (1R,5S)-6,6-Difluoro-N-methyl-N-(2-((4aS,5aR)-5a-methyl-1,4,4a,5,5a,6-hexahydrocyclopropa[f]indazol-3-yl)-1H-imidazo[4,5-b]pyridin-6-yl)bicyclo[3.1.0]hexane-3-carboxamide